hexahydro-2(3H)-naphthalenone C1C(CCC2CCCC=C12)=O